C(C=C)(=O)OCCCCC(CC)C 5-methyl-1-heptanol acrylate